4-(2,2-dimethyl-1,3-dioxolan-4-yl)-1-[4-(pentafluoro-λ6-sulfanyl)phenyl]indazole-3-carbonitrile CC1(OCC(O1)C1=C2C(=NN(C2=CC=C1)C1=CC=C(C=C1)S(F)(F)(F)(F)F)C#N)C